N-(5-cyclopropyl-4-((2-(1,1-difluoroethyl)-6-methylpyrimidin-4-yl)amino)pyridin-2-yl)acetamide C1(CC1)C=1C(=CC(=NC1)NC(C)=O)NC1=NC(=NC(=C1)C)C(C)(F)F